2-methoxy-4-((4-methoxybenzyl)oxy)-N-(5-(thiophen-2-yl)-1,3,4-oxadiazol-2-yl)benzamide COC1=C(C(=O)NC=2OC(=NN2)C=2SC=CC2)C=CC(=C1)OCC1=CC=C(C=C1)OC